Cl.CN1C(OCC2=C1C=CC=C2)=O 1-methyl-4H-3,1-benzoxazin-2-one hydrochloride